ClC=1C(=CC=C2C(CC(OC12)C1=C(C=C(C=C1)C(F)(F)F)OCCCO)=O)F 8-chloro-7-fluoro-2-[2-(3-hydroxypropoxy)-4-(trifluoromethyl)phenyl]chroman-4-one